2-methyl-N-(2-oxopyrrolidin-3-yl)-5-(pyridazin-3-ylmethoxy)benzofuran-3-carboxamide CC=1OC2=C(C1C(=O)NC1C(NCC1)=O)C=C(C=C2)OCC=2N=NC=CC2